methyl N2-(3-(4'-(4-(((benzyloxy)carbonyl)amino)butyl)-[1,1'-biphenyl]-4-yl)propanoyl)-N6-(tert-butoxycarbonyl)-N2-(2-((tert-butoxycarbonyl)amino)ethyl)-L-lysinate C(C1=CC=CC=C1)OC(=O)NCCCCC1=CC=C(C=C1)C1=CC=C(C=C1)CCC(=O)N([C@@H](CCCCNC(=O)OC(C)(C)C)C(=O)OC)CCNC(=O)OC(C)(C)C